5-tert-butyl-N-[[4-[2-[4-[[4-[4-[(2,6-dioxo-3-piperidyl)amino]phenyl]-1-piperidyl]methyl]phenyl]pyrazolo[1,5-a]pyrimidin-7-yl]-2-methyl-phenyl]methyl]-1,2,4-oxadiazole-3-carboxamide C(C)(C)(C)C1=NC(=NO1)C(=O)NCC1=C(C=C(C=C1)C1=CC=NC=2N1N=C(C2)C2=CC=C(C=C2)CN2CCC(CC2)C2=CC=C(C=C2)NC2C(NC(CC2)=O)=O)C